(1S,3S,5S)-N-[(4-carbamimidoylthiophen-2-yl)methyl]-5-methyl-2-(2-{[(2S,3S,4S,5S)-2,3,4,5-tetrahydroxyhexyl]amino}acetyl)-2-azabicyclo-[3.1.0]hexane-3-carboxamide hydrochloride Cl.C(N)(=N)C=1C=C(SC1)CNC(=O)[C@H]1N([C@H]2C[C@]2(C1)C)C(CNC[C@@H]([C@@H]([C@H]([C@H](C)O)O)O)O)=O